FC1=CC(=C(C=C1)N1CN(C(C2=CC(=CC=C12)C)=O)C1=C(NC(C=C1)=O)C)C 1-(4-fluoro-2-methylphenyl)-6-methyl-3-(2-methyl-6-oxo-1,6-dihydropyridin-3-yl)-2,3-dihydroquinazolin-4(1H)-one